ClC=1C=C(SC1)[C@H](CC1=NOC(=N1)CN1C(NC=C(C1=O)C)=O)O (S)-3-((3-(2-(4-chlorothiophen-2-yl)-2-hydroxyethyl)-1,2,4-oxadiazol-5-yl)methyl)-5-methylpyrimidine-2,4(1H,3H)-dione